ClC1=C(OC2=C(C=NC(=C2)C(F)(F)F)C(=O)NC=2C=NC=CC2)C=CC(=C1)OC(F)(F)F 4-[2-chloro-4-(trifluoromethoxy)phenoxy]-N-(3-pyridyl)-6-(trifluoromethyl)pyridine-3-carboxamide